(S)-methyl 2-((4-(3-(benzyloxy)-1H-pyrazol-1-yl)piperidin-1-yl)methyl)-1-(oxetan-2-ylmethyl)-1H-benzo[d]imidazole-6-carboxylate C(C1=CC=CC=C1)OC1=NN(C=C1)C1CCN(CC1)CC1=NC2=C(N1C[C@H]1OCC1)C=C(C=C2)C(=O)OC